3-hydroxypiperidin-4-yl carbamate C(N)(OC1C(CNCC1)O)=O